(3R)-3-amino-5-[(4-chlorophenyl)methyl]-1,1-dioxo-7-[5-[2,2,2-trideuterio-1,1-bis(trideuteriomethyl)ethyl]-1,3,4-oxadiazol-2-yl]-2,3-dihydro-1λ6,5-benzothiazepin-4-one N[C@H]1CS(C2=C(N(C1=O)CC1=CC=C(C=C1)Cl)C=C(C=C2)C=2OC(=NN2)C(C([2H])([2H])[2H])(C([2H])([2H])[2H])C([2H])([2H])[2H])(=O)=O